(2-fluoro-5-((3-(7-((3-fluoro-1-methylpiperidin-4-yl)amino)-3-(2,2,2-trifluoroethyl)benzo[b]thiophen-2-yl)prop-2-yn-1-yl)amino)-4-methoxyphenyl)dimethylphosphine oxide FC1=C(C=C(C(=C1)OC)NCC#CC1=C(C2=C(S1)C(=CC=C2)NC2C(CN(CC2)C)F)CC(F)(F)F)P(C)(C)=O